2-(p-tolyl)propionic acid C1(=CC=C(C=C1)C(C(=O)O)C)C